methyl 9-(3,5-difluorophenyl)-3-methyl-16-thia-2,4,5,8-tetraazatetracyclo-[8.6.0.02,6.011,15]hexadeca-1(10),3,5,8,11(15)-pentaene-13-carboxylate FC=1C=C(C=C(C1)F)C1=NCC2=NN=C(N2C=2SC=3CC(CC3C12)C(=O)OC)C